ClCCC(=C(C1=CC=C(C=C1)O)C1=CC=C(OCCNC(CCCNC2=C3CN(C(C3=CC=C2)=O)C2C(NC(CC2)=O)=O)=O)C=C1)C1=CC=CC=C1 N-(2-(4-(4-chloro-1-(4-hydroxyphenyl)-2-phenylbut-1-en-1-yl)phenoxy)ethyl)-4-((2-(2,6-dioxopiperidin-3-yl)-1-oxoisoindolin-4-yl)amino)butanamide